Tert-butyl (1-cyclopropyl-2-(trifluoromethyl)-1H-benzo[d]imidazol-4-yl)carbamate C1(CC1)N1C(=NC2=C1C=CC=C2NC(OC(C)(C)C)=O)C(F)(F)F